NC1(CC(=CC=C1)N)C 1,3-Diaminotoluol